C=C\C=C\CCCCCC(C)O E-8E-10-undecadienol